7-oxo-1,6-diazabicyclo[3.2.1]octane O=C1NC2CCCN1C2